CN1N=CC2=CC(=CC=C12)CNC(=O)[C@H]1N(C[C@@H](C1)CC1=CC=C(C=C1)C)C(=O)[C@@H]1N(CCC[C@@H]1C(=O)OC)C(=O)OCC1=CC=CC=C1 benzyl O3-methyl (2R,3S)-2-[(2S,4R)-2-[(1-methylindazol-5-yl)methylcarbamoyl]-4-(p-tolylmethyl)pyrrolidine-1-carbonyl]piperidine-1,3-dicarboxylate